N-methyl-N-phenyl-5-[[(3S)-1-[2-oxo-2-[(2S)-2-cyanopyrrolidin-1-yl]ethyl]pyrrolidin-3-yl]amino]quinoline-8-carboxamide CN(C(=O)C=1C=CC(=C2C=CC=NC12)N[C@@H]1CN(CC1)CC(N1[C@@H](CCC1)C#N)=O)C1=CC=CC=C1